(3-(([1,2,4]triazolo[4,3-a]-pyridin-5-yloxy)methyl)-bicyclo[1.1.1]pentan-1-yl)(4-fluoro-2-(3-fluorophenyl)-pyrrolidin-1-yl)methanone N=1N=CN2C1C=CC=C2OCC21CC(C2)(C1)C(=O)N1C(CC(C1)F)C1=CC(=CC=C1)F